6-bromo-8-methyl-2-(methylsulfinyl)-8,9-dihydroimidazo[1',2':1,6]pyrido[2,3-d]pyrimidine BrC1=CC2=C(N=C(N=C2)S(=O)C)N2C1=NC(C2)C